C(C)(C)(C)C1=CC=C(C=C1)N1C2=NN=CN2C=2C=NC3=CC=C(C=C3C12)C=1C=NC2=CC=CC=C2C1 16-(4-tert-butylphenyl)-4-(quinolin-3-yl)-8,11,13,14,16-pentaazatetracyclo[8.6.0.02,7.011,15]-hexadec-1(10),2,4,6,8,12,14-heptaene